N-(6-(5-chloro-6-fluoro-7-(isopropylamino)-1H-indazol-4-yl)imidazo[1,2-a]pyrazin-2-yl)cyclopropanecarboxamide ClC=1C(=C2C=NNC2=C(C1F)NC(C)C)C=1N=CC=2N(C1)C=C(N2)NC(=O)C2CC2